(S,E)-1-amino-2-(1-(but-2-enoyl)pyrrolidin-2-yl)-4-(4-(pyridin-2-ylcarbamoyl)phenyl)-1H-imidazole-5-carboxamide NN1C(=NC(=C1C(=O)N)C1=CC=C(C=C1)C(NC1=NC=CC=C1)=O)[C@H]1N(CCC1)C(\C=C\C)=O